N1=CC(=CC=C1)OC1=CC=C(C=C1)C1CN(C1)C(=O)N1C[C@@H]2[C@@H](OCC(N2)=O)CC1 (4aR,8aS)-6-[3-[4-(3-Pyridyloxy)phenyl]azetidine-1-carbonyl]-4,4a,5,7,8,8a-hexahydropyrido[4,3-b][1,4]oxazin-3-one